L-6-methoxyquinoline COC=1C=C2C=CC=NC2=CC1